2-[[(1R)-1-(2-ethylsulfanyl-3,6-dimethyl-4-oxo-chromen-8-yl)ethyl]amino]benzoic acid C(C)SC=1OC2=C(C=C(C=C2C(C1C)=O)C)[C@@H](C)NC1=C(C(=O)O)C=CC=C1